3-chloro-N-(2,4-difluoro-3-(3-(2-methoxyethoxy)quinoxaline-6-carbonyl)phenyl)-4-(trifluoromethyl)benzamide ClC=1C=C(C(=O)NC2=C(C(=C(C=C2)F)C(=O)C=2C=C3N=C(C=NC3=CC2)OCCOC)F)C=CC1C(F)(F)F